S(=O)(=O)(O)C(CC(=O)OCCN1C(N(C(N(C1=O)CCOC(CC(C)S(=O)(=O)O)=O)=O)CCOC(CC(C)S(=O)(=O)O)=O)=O)C 1,3,5-tris(2-(3-sulfobutyryloxy)ethyl)-1,3,5-triazin-2,4,6-trione